2,5-diallyloxy-1,4-benzenedicarboxylic acid C(C=C)OC1=C(C=C(C(=C1)C(=O)O)OCC=C)C(=O)O